2-n-butyl-2-propyl-1,3-propanediol C(CCC)C(CO)(CO)CCC